2-(3,5-dichloro-4-((5-hydroxy-4-((3-hydroxyazetidin-1-yl)sulfonyl)pyridin-2-yl)oxy)phenyl)-6-(difluoromethyl)-1,2,4-triazine-3,5(2H,4H)-dione ClC=1C=C(C=C(C1OC1=NC=C(C(=C1)S(=O)(=O)N1CC(C1)O)O)Cl)N1N=C(C(NC1=O)=O)C(F)F